C1(CC1)OC1=NC=CC(=C1)N1C[C@H](CC1)COC1=NC(=NC=C1C#N)C1CC1 (S)-4-((1-(2-cyclopropoxypyridin-4-yl)pyrrolidin-3-yl)methoxy)-2-cyclopropylpyrimidine-5-carbonitrile